7-chloro-1-(6-chloropyridine-3-carbonyl)indoline-2,3-dione ClC=1C=CC=C2C(C(N(C12)C(=O)C=1C=NC(=CC1)Cl)=O)=O